C1(=CC=CC=C1)N1CCC=2C1=NC1=NC=CC=C1C2O 1-phenyl-1H,2H,3H-pyrrolo[2,3-b]1,8-naphthyridine-4-ol